C(C)OC1=C(O[C@H]2CN(CCC2)C2=CN=CC(=N2)NC2=CC=CC(=N2)N2CC(CC2)C(=O)O)C=CC=C1 1-(6-((6-((R)-3-(2-ethoxyphenoxy)piperidin-1-yl)pyrazin-2-yl)amino)pyridin-2-yl)pyrrolidine-3-carboxylic acid